O1CCOC2=C1C=CC(=C2)C=CC(=O)C2=C(C=C(C=C2)C)O 3-(2,3-Dihydro-1,4-benzodioxin-6-yl)-1-(2-hydroxy-4-methylphenyl)-2-propen-1-one